C(CC)(=O)OC1=CC=C2C=CC=C2C1=C 7-methyleneinden-6-yl propionate